N(=NC(C#N)(C)C)C(C#N)(C)C 2,2'-azobis(isobutyronitrile)